C(C)OC1=NC=C(C(=C1)N1C(N(C2=C1C=CC(=C2)C(=O)NC2(CS(C2)(=O)=O)C)C(C)C)=O)F 1-(2-ethoxy-5-fluoropyridin-4-yl)-3-isopropyl-N-(3-methyl-1,1-dioxidothietan-3-yl)-2-oxo-2,3-dihydro-1H-benzo[d]imidazole-5-carboxamide